C12COCCC2(C1)C1=NC=CC(=C1[N+](=O)[O-])C1=CC=CC=C1 (+-)-2-(3-oxabicyclo[4.1.0]heptan-6-yl)-3-nitro-4-phenylpyridine